Dimethyl-diphenyl-iodonium hexafluorophosphate F[P-](F)(F)(F)(F)F.CC=1C(=C(C=CC1)[I+]C1=CC=CC=C1)C